(3R,5S)-3,4,5-trifluorocyclohexan-1-ol F[C@@H]1CC(C[C@@H](C1F)F)O